7-[[6-(Trifluoromethyl)-3-pyridinyl]methyl]-2-azaspiro[3.5]nonane FC(C1=CC=C(C=N1)CC1CCC2(CNC2)CC1)(F)F